methyl 7-bromo-7-(3-bromophenyl)-2,2-dimethylheptanoate BrC(CCCCC(C(=O)OC)(C)C)C1=CC(=CC=C1)Br